N,N''-methylenebis[N'-(3-hydroxymethyl-2,5-dioxo-4-imidazolidinyl)-urea] C(NC(=O)NC1N(C(NC1=O)=O)CO)NC(=O)NC1N(C(NC1=O)=O)CO